(2s,4s)-N2-(3-chloro-4-fluorophenyl)-N2,N4-dimethyl-1-(6-methyl-4-(trifluoromethyl)pyridin-2-yl)pyrrolidine-2,4-dicarboxamide ClC=1C=C(C=CC1F)N(C(=O)[C@H]1N(C[C@H](C1)C(=O)NC)C1=NC(=CC(=C1)C(F)(F)F)C)C